(R)-N-(4-(6-(6-chloro-1H-pyrrolo[2,3-b]pyridin-4-yl)-7-methyl-5,6,7,8-tetrahydropyrido[4,3-d]pyrimidin-4-yl)cyclohexyl)methanesulfonamide ClC1=CC(=C2C(=N1)NC=C2)N2CC1=C(N=CN=C1C1CCC(CC1)NS(=O)(=O)C)C[C@H]2C